ClC=1C=C(NC(CN2CC3(CN(C3)C(=O)OC(C)(C)C)C2)=O)C=C(C1)F tert-butyl 6-[2-(3-chloro-5-fluoro-anilino)-2-oxo-ethyl]-2,6-diazaspiro[3.3]heptane-2-carboxylate